NC=1C=C(C(=O)OC)C=C(C1C(NCC)=O)Br methyl 3-amino-5-bromo-4-(ethylcarbamoyl)benzoate